CC(C)(C)OOC(=O)NC(C(=O)O)CCCC {[(2-methyl-(2-Propyloxy)oxy)carbonyl]amino}hexanoic acid